N-(4-((3S,5S)-3-Amino-5-fluoropiperidin-1-yl)-5-(1-isopropyl-1H-pyrazol-4-yl)pyridin-2-yl)-1-isopropyl-1H-pyrazolo[3,4-b]pyridin-6-amine N[C@@H]1CN(C[C@H](C1)F)C1=CC(=NC=C1C=1C=NN(C1)C(C)C)NC1=CC=C2C(=N1)N(N=C2)C(C)C